(11a'S)-8'-(Benzyloxy)-7'-methoxy-1'H-spiro[cyclopropane-1,2'-pyrrolo[2,1-c][1,4]benzodiazepine] C(C1=CC=CC=C1)OC1=CC=2C(=CN3C(=CN2)CC2(C3)CC2)C=C1OC